C(C)OC(=O)C1=NNC(=C1F)F difluoropyrazolic acid ethyl ester